FC1=C(C(=CC(=C1)C1=NO[C@H](C1)CN1N=NC=C1)F)N1CCS(CC1)(=O)=O 4-(2,6-Difluoro-4-{(5R)-5-[(1H-1,2,3-triazol-1-yl)methyl]-4,5-dihydro-1,2-oxazol-3-yl}phenyl)-1λ6-thiomorpholine-1,1-dione